CC1=C(C=CC(=C1C(=O)O)NC(CC1=CN=C(NC1=O)C)=O)C1=CC=CC=C1 methyl-4-(2-(2-methyl-6-oxo-1,6-dihydropyrimidin-5-yl)acetamido)-[1,1'-biphenyl]-3-carboxylic acid